C(C)(C)(C)OOCCC(CC)(CCCC)C(C#CC(CC)(CCOOC(C)(C)C)CCCC)CCC di(tert-butyl-peroxyethyl-butyl-propyl)hexyne